(2E)-3-oxo-2-[2-(4-phenoxyphenyl)hydrazinylidene]butanenitrile O=C(/C(/C#N)=N/NC1=CC=C(C=C1)OC1=CC=CC=C1)C